BrC1=C(C=C2C(=C(C(=NC2=C1F)OC[C@H]1N(CCC1)C)I)N(C1C2CN(C1C2)C(=O)OC(C)(C)C)C(=O)OC(C)(C)C)CCC#N tert-butyl (endo)-5-((7-bromo-6-(2-cyanoethyl)-8-fluoro-3-iodo-2-(((S)-1-methylpyrrolidin-2-yl)methoxy)quinolin-4-yl)(tert-butoxycarbonyl)amino)-2-azabicyclo[2.1.1]hexane-2-carboxylate